6-Chloro-N-(3-(dimethylamino)propyl)-1-(2-methoxy-4-nitrophenyl)-1H-pyrazolo[4,3-c]pyridine-3-carboxamide ClC1=CC2=C(C=N1)C(=NN2C2=C(C=C(C=C2)[N+](=O)[O-])OC)C(=O)NCCCN(C)C